C(CSSCCO)O 2,2'-dithio-di-ethanol